FC=1C=CC(=C(C(=O)N(C(C)C)C(C)C)C1)O 5-fluoro-2-hydroxy-N,N-diisopropylbenzamide